ClC1=C(OC=2C(=NC=CC2)OCC(=O)OCC)C=C(C(=C1)F)N1C(N(C(=CC1=O)C(F)(F)F)C)=O ethyl [(3-{2-chloro-4-fluoro-5-[3-methyl-4-(trifluoromethyl)-2,6-dioxo-1,2,3,6-tetrahydropyrimidin-1-yl]phenoxy}pyridin-2-yl)oxy]acetate